NC(CO)C1=NC=CC=C1 2-amino-2-(pyridin-2-yl)ethanol